4-benzylidene-2,6-di-t-butylcyclohexa-2,5-dienone C(C1=CC=CC=C1)=C1C=C(C(C(=C1)C(C)(C)C)=O)C(C)(C)C